11-acetyl-8,11-dimethyl-2,3,4,5,10,11-hexahydro-1H-dibenzo[b,e][1,4]diazepin-1-one C(C)(=O)C1(C2=C(NC3=C(N1)C=C(C=C3)C)CCCC2=O)C